3-{4-[(1S,4S,5R)-5-{[1-(2-chloro-6-fluorophenyl)-4-cyclopropyl-1H-pyrazol-5-yl]methoxy}-2-azabicyclo[2.2.1]heptan-2-yl]-3-fluorophenyl}propanoic acid ClC1=C(C(=CC=C1)F)N1N=CC(=C1CO[C@H]1[C@@H]2CN([C@H](C1)C2)C2=C(C=C(C=C2)CCC(=O)O)F)C2CC2